NC1=NC=CC(=C1Cl)OC1=C(C=C(C=C1F)NC(=O)C=1C=NN(C1C(F)(F)F)C1=NC=CC=N1)F N-(4-((2-amino-3-chloropyridin-4-yl)oxy)-3,5-difluorophenyl)-1-(pyrimidin-2-yl)-5-(Trifluoromethyl)-1H-pyrazole-4-carboxamide